C1(=CC=CC=C1)N(C1=C2C=CC=CC2=C(C2=CC=CC=C12)C=1C2=CC=CC=C2C(=C2C=CC=CC12)N(C1=CC=CC2=CC=CC=C12)C1=CC=CC=C1)C1=CC=CC2=CC=CC=C12 N10,N10'-diphenyl-N10,N10'-dinaphthalenyl-9,9'-bianthracene-10,10'-diamine